C(C)(C)(C)OC(=O)NC1=CC=C(C(=O)O)C=C1 4-tert-butoxycarbonylamino-benzoic acid